(S)-4-azido-2-(18-(tert-butoxy)-18-oxooctadecanoylamino)butanoic acid N(=[N+]=[N-])CC[C@@H](C(=O)O)NC(CCCCCCCCCCCCCCCCC(=O)OC(C)(C)C)=O